O=C1N(CC2=CC(=CC=C12)OC1C(CCC1)N1CCCCC1)C1C(NC(CC1)=O)=O 3-(1-oxo-5-((2-(piperidin-1-yl)cyclopentyl)oxy)isoindolin-2-yl)piperidine-2,6-dione